C(C)(C)(C)OC(=O)N1CCC(CC1)NC1=C(C=CC=C1[N+](=O)[O-])Br 4-(2-bromo-6-nitro-anilino)piperidine-1-carboxylic acid tert-butyl ester